methylbenzenepentanol CC1=C(C=CC=C1)CCCCCO